OOC(CCCCCCC\C=C/CCCCCCCCCC)=O gadoleic acid hydroxyl ester